C(C)OC(CC1=CC=C(C=C1)Br)=O (4-bromophenyl)acetic acid ethyl ester